2-(4-(ethylsulfonyl)benzyl)-4,6-dimethyl-5-(2-(trifluoromethyl)phenyl)-1H-benzo[d]imidazole C(C)S(=O)(=O)C1=CC=C(CC2=NC3=C(N2)C=C(C(=C3C)C3=C(C=CC=C3)C(F)(F)F)C)C=C1